[Ag].[Cu].[Sn].[Pb] lead-tin-copper-silver